2,5-bis(4-iodophenyl)oxazole IC1=CC=C(C=C1)C=1OC(=CN1)C1=CC=C(C=C1)I